BrC=1C2=C(C(NC1)=O)C=CS2 7-bromothieno[3,2-C]pyridin-4(5H)-one